C(C)OCCOC1=CC=C(C=C1)C1=CC(=NC(=N1)N)N 6-(4-(2-ethoxyethoxy)phenyl)pyrimidine-2,4-diamine